C1(=CC=CC=C1)C1(C(N(C(S1)=O)C)=O)C=1SC=CC1 phenyl-thienyl-methyl-thiazolidine-2,4-dione